Xylyl-1-fluoro-1-propene C1(=C(C(=CC=C1)C)C)C(=CC)F